trans-methyl 3-(picolinamido)cyclohexanecarboxylate N1=C(C=CC=C1)C(=O)N[C@@H]1C[C@H](CCC1)C(=O)OC